C(C)OC=1C=C(C=CC1O)/C=C/C(=O)C1=C(C=CC=C1)NC(=O)NS(=O)(=O)C1=CC=C(C=C1)C 1-[2-[(E)-3-(3-Ethoxy-4-hydroxyphenyl)prop-2-enoyl]phenyl]-3-(4-methylphenyl)sulfonylurea